C(C)(C)(C)OC(NCCC(NC1=CC=C(C=C1)C1=NCC=2N(C3=C1C(=C(S3)C)C)C(=NN2)C)=O)=O tert-butyl(3-oxo-3-((4-(2,3,9-trimethyl-6H-thieno[3,2-f][1,2,4]triazolo[4,3-a][1,4]diazepin-4-yl)phenyl)amino)propyl)carbamate